C(C(C)C)OC=1C=C(C=CC1)C=1C=C2CC(C(C2=CC1OC)NC(O[C@@H]1CN2CCC1CC2)=O)(C)C (S)-quinuclidin-3-yl (5-(3-isobutoxyphenyl)-6-methoxy-2,2-dimethyl-2,3-dihydro-1H-inden-1-yl)carbamat